4-methyl-2-(9-methyl-9H-fluoren-9-yl)phenol CC1=CC(=C(C=C1)O)C1(C2=CC=CC=C2C=2C=CC=CC12)C